ethoxy-3-fluorobenzamide C(C)OC1=C(C(=O)N)C=CC=C1F